1-(2,2,2-trifluoroethyl)-1',2'-dihydrospiro[piperidine-4,3'-pyrazolo[1,5-a]imidazole] FC(CN1CCC2(CNC=3N2N=CC3)CC1)(F)F